COC1=C(C=C(C=C1)\C=C\C1CCOCC1)NC(=O)C1NC(CC1)=O (E)-N-(2-methoxy-5-(2-(tetrahydro-2H-pyran-4-yl)vinyl)phenyl)-5-oxopyrrolidine-2-carboxamide